3-(4-(3-diethylaminopyrrolidin-1-ylprop-1-enyl)phenyl)-1H-1,2,4-triazole-3,5-diamine C(C)N(C1CN(CC1)CC=CC1=CC=C(C=C1)C1(NNC(=N1)N)N)CC